2-[1-cyclobutyl-6-(2H-1,2,3,4-tetrazol-5-yl)-1H-1,3-benzodiazol-2-yl]-5-hydroxy-1-methyl-N-(1,2-oxazol-4-yl)-6-oxo-1,6-dihydropyrimidine-4-carboxamide C1(CCC1)N1C(=NC2=C1C=C(C=C2)C=2N=NNN2)C=2N(C(C(=C(N2)C(=O)NC=2C=NOC2)O)=O)C